COCCOCCl 2-methoxyethoxymethylchloride